[Si](C1=CC=CC=C1)(C1=CC=CC=C1)(C(C)(C)C)OC\C=C/CN1C(C(=C(C2=C1N=C(N=C2)NC2=CC(=CC=C2)O[Si](C2=CC=CC=C2)(C2=CC=CC=C2)C(C)(C)C)C#C[Si](C(C)C)(C(C)C)C(C)C)C)=O 8-[(2Z)-4-[(tert-Butyldiphenylsilyl)oxy]but-2-en-1-yl]-2-({3-[(tert-butyldiphenylsilyl)oxy]phenyl}amino)-6-methyl-5-[2-(triisopropylsilyl)ethynyl]pyrido[2,3-d]pyrimidin-7-one